O=C1COCCN1CCOC1=C2C(=NC(=C1)C1=CN(C3=CN=C(C=C31)NC(C)=O)C)C3(OCC2)COCC3 N-(3-(4'-(2-(3-oxomorpholino)ethoxy)-4,5,5',6'-tetrahydro-2H-spiro[furan-3,8'-pyrano[3,4-b]pyridin]-2'-yl)-1-methyl-1H-pyrrolo[2,3-c]pyridin-5-yl)acetamide